FC(C(COC1CCC(CC1)NC(=O)C=1C=CC2=C(C=3N(CCO2)C=NC3)C1)(C)C)(F)F N-((1s,4s)-4-(3,3,3-Trifluoro-2,2-dimethylpropoxy)cyclohexyl)-5,6-dihydrobenzo[f]imidazo[1,5-d][1,4]oxazepine-10-carboxamide